FC1=CC=C(C=C1)N1CC(C2=NC(=CC=C21)C(=O)O)(C)C 1-(4-fluorophenyl)-3,3-dimethyl-2,3-dihydro-1H-pyrrolo[3,2-b]pyridine-5-carboxylic acid